BrC=1C=C(C=C(C1N[C@@H](CO)C1CCOCC1)[N+](=O)[O-])S(=O)(=O)N 3-bromo-4-{[(1R)-2-hydroxy-1-(oxan-4-yl)ethyl]amino}-5-nitrobenzenesulfonamide